CC1=CC=2C(NC3=NC4=CC=CC=C4N3C3COCCN(CCOC=4N(N=CC4C(=N1)C2)C)C3)=O 15,21-dimethyl-23,29-dioxa-2,9,11,16,20,21,26-heptaazahexacyclo[24.4.1.1^{13,17}.0^{2,10}.0^{3,8}.0^{18,22}]dotriaconta-3,5,7,9,13(32),14,16,18(22),19-nonaen-12-one